[N+](=O)([O-])C1=CC=C(C=C[N+](=O)[O-])C=C1 p-nitro-β-nitrostyrene